S(O)(O)(=O)=O.COC1=NSC(=N1)NC(=O)N1C[C@@H]2[C@H](C1)CC(C2)N(C=2C1=C(N=CN2)NC=C1)C (3aR,5s,6aS)-N-(3-methoxy-1,2,4-thiadiazol-5-yl)-5-(methyl(7H-pyrrolo[2,3-d]pyrimidin-4-yl)amino)hexahydrocyclopenta[c]pyrrole-2(1H)-carboxamide bisulfate